FC1=CC=C(C=C1)[C@@H]1[C@H](C1)B1OC(C(O1)(C)C)(C)C 2-((1S,2S)-2-(4-fluorophenyl)cyclopropyl)-4,4,5,5-tetramethyl-1,3,2-dioxaborolane